(6S)-2-chlorospiro[4,6-dihydro-cyclopenta[d]thiazol-5,4'-piperidin]-6-amine hydrochloride Cl.ClC=1SC2=C(N1)CC1(CCNCC1)[C@@H]2N